tert-Butyl (6-chlorothiazolo[5,4]pyridin-2-yl)carbamate ClC=1C=NC2=C(C1)SC(=N2)NC(OC(C)(C)C)=O